F[C@@H]1[C@@H](C1)NC(=O)C1=CN=C2N1N=C(C=C2NC)NC2=C(C(=O)[O-])C=CC=C2 2-[(3-{[(1R,2S)-2-fluorocyclopropyl]carbamoyl}-8-(methylamino)imidazo[1,2-b]pyridazin-6-yl)amino]benzoate